1-(6-aminonaphthalen-2-yl)ethanone NC=1C=C2C=CC(=CC2=CC1)C(C)=O